2-(4-bromo-1-(methyl-d3)-1H-pyrazol-3-yl)-5-fluoropyridine BrC=1C(=NN(C1)C([2H])([2H])[2H])C1=NC=C(C=C1)F